9-(4-(2-((5-((5-fluoro-2-oxoindole-3-ylidene)methyl)-4-methyl-1H-pyrrol-3-yl)amino)-2-oxoethyl)piperazin-1-yl)nonanamide FC=1C=C2C(C(NC2=CC1)=O)=CC1=C(C(=CN1)NC(CN1CCN(CC1)CCCCCCCCC(=O)N)=O)C